ClC1=C2C(=NC=C1)NC(=C2)C=2C=C(C=CC2)C(C(=O)N)CN2CCCCC2 (3-(4-chloro-1H-pyrrolo[2,3-b]pyridin-2-yl)phenyl)-3-(piperidin-1-yl)propanamide